1-methyl-3-ethylimidazolebis-salicylic acid neopentyl-n-hexanoate C(C(C)(C)C)OC(CCCCC)=O.CN1C(N(C(=C1)C=1C=CC=C(C1C(=O)O)O)CC)C=1C=CC=C(C1C(=O)O)O